(5-fluoropyrimidin-2-yl)-5-hydroxy-1H-pyrazole-3-carboxylic acid FC=1C=NC(=NC1)N1N=C(C=C1O)C(=O)O